((1S,4R,6R)-6-((5-bromopyridin-2-yl)oxy)-2-azabicyclo[2.2.2]oct-2-yl)(4-fluoro-2-(pyrimidin-2-yl)phenyl)methanone BrC=1C=CC(=NC1)O[C@@H]1C[C@@H]2CN([C@H]1CC2)C(=O)C2=C(C=C(C=C2)F)C2=NC=CC=N2